N-benzoyl-N-{7-benzoyl-7H-pyrrolo[2,3-d]pyrimidin-4-yl}benzamide C(C1=CC=CC=C1)(=O)N(C(C1=CC=CC=C1)=O)C=1C2=C(N=CN1)N(C=C2)C(C2=CC=CC=C2)=O